4,4'-dibromo-2,2'-bithiophene BrC=1C=C(SC1)C=1SC=C(C1)Br